4-[4-(2-hydroxyethyloxy)benzoyl]cinnamate OCCOC1=CC=C(C(=O)C2=CC=C(C=CC(=O)[O-])C=C2)C=C1